Ethyl 2-(2-fluorophenyl)-7-propan-2-yl-6,7-dihydro-5H-pyrazolo[5,1-b][1,3]oxazine-3-carboxylate FC1=C(C=CC=C1)C1=NN2C(OCCC2C(C)C)=C1C(=O)OCC